2-(2-(difluoromethyl)-5-methoxypyridin-4-yl)-4-(3-oxomorpholino)benzoic acid tert-butyl ester C(C)(C)(C)OC(C1=C(C=C(C=C1)N1C(COCC1)=O)C1=CC(=NC=C1OC)C(F)F)=O